tert-butyl 2-(6-((2-((tert-butoxycarbonyl) amino)-2-methylpropyl) carbamoyl) pyrazin-2-yl)-5-(trifluoromethoxy)-1H-indole-1-carboxylate C(C)(C)(C)OC(=O)NC(CNC(=O)C1=CN=CC(=N1)C=1N(C2=CC=C(C=C2C1)OC(F)(F)F)C(=O)OC(C)(C)C)(C)C